3-(bromomethyl)-1-methylpyrazole BrCC1=NN(C=C1)C